CC[C@@H]1[C@@H](C[C@H]2[C@H]1C=C[C@H]3[C@@H]2C[C@@H]/4[C@@H]3C/C=C\\C(=O)NCC[C@H]([C@H]5C(=O)/C(=C(\\C=C4)/O)/C(=O)N5)O)C The molecule is a polyketide macrolactam containing a tetramic acid (pyrrolidine-2,4-dione) ring system. It is the 3-hydroxyl derivative of ikarugamycin and isolated from Micromonospora sp. K310. It has a role as a marine metabolite, a bacterial metabolite and an antibacterial agent. It is an azamacrocycle, an organic heteropentacyclic compound, an enone, a lactam and a polyketide. It derives from an ikarugamycin.